Methyl 3-hydroxy-2-(3-(4-methylpiperazin-1-yl)phenyl)propanoate OCC(C(=O)OC)C1=CC(=CC=C1)N1CCN(CC1)C